5-(2-chlorophenoxy)-3-(((3-chloropyridin-2-yl)methyl)amino)-7-methyl-4H-benzo[e][1,2,4]thiadiazine 1,1-dioxide ClC1=C(OC2=CC(=CC3=C2NC(=NS3(=O)=O)NCC3=NC=CC=C3Cl)C)C=CC=C1